COC=1C=C2C(=NC(=NC2=CC1OC)C)N[C@H](C)C=1C=C(C=CC1)C1=CC=C(C=C1)N1CCOCC1 6,7-dimethoxy-2-methyl-N-{(1R)-1-[4'-(morpholin-4-yl)biphenyl-3-yl]ethyl}quinazolin-4-amine